tert-butyl 8-methoxy-2-oxa-7-azaspiro[4.4]nonane-7-carboxylate COC1N(CC2(CCOC2)C1)C(=O)OC(C)(C)C